FC1=C(C=CC(=C1)N1CCC(CC1)C(F)(F)F)NC1CCC(CC1)N N1-(2-fluoro-4-(4-(trifluoromethyl)piperidin-1-yl)phenyl)cyclohexane-1,4-diamine